ICC\C=C/CCC(OCC)OCC (3Z)-1-iodo-7,7-diethoxy-3-heptene